C1(CC1)C1=NC=C(C(=N1)OC[C@@H]1CN(CC1)C1=NC(=CC=C1OC)C)C#N (S)-2-cyclopropyl-4-((1-(3-methoxy-6-methylpyridin-2-yl)pyrrolidin-3-yl)methoxy)pyrimidine-5-carbonitrile